COC1=NC=CC(=C1)C1=C(N)C=C(C=C1)C 2-(2-methoxypyridin-4-yl)-5-methylaniline